2-(3-bromophenyl)-2-methyl-1-(4-methyl-4H-1,2,4-triazol-3-yl)propanol BrC=1C=C(C=CC1)C(C(O)C1=NN=CN1C)(C)C